O1CCC(CC1)=CC(=O)OCC ethyl 2-tetrahydropyran-4-ylideneacetate